4-(2-(pyrimidin-2-ylamino)-4-(trifluoromethyl)phenyl)piperidine-1-carboxylic acid tert-butyl ester C(C)(C)(C)OC(=O)N1CCC(CC1)C1=C(C=C(C=C1)C(F)(F)F)NC1=NC=CC=N1